CSC=1C(=NC=C(C1)C1COC1)NC1=NC=NC(=C1)N N4-(3-(methylthio)-5-(oxetan-3-yl)pyridine-2-yl)pyrimidine-4,6-diamine